(R)-7-(5-chloro-2-(cyclopropylamino)pyridin-4-yl)-2-(5-fluoro-2-(hydroxymethyl)-benzyl)-3-(methoxymethyl)-3,4-dihydropyrrolo[1,2-a]pyrazine-1(2H)-one ClC=1C(=CC(=NC1)NC1CC1)C=1C=C2N(C[C@@H](N(C2=O)CC2=C(C=CC(=C2)F)CO)COC)C1